(R)-4-(3-(aminomethyl)bicyclo[1.1.1]pentan-1-yl)-2-benzyl-4-oxobutanoic acid NCC12CC(C1)(C2)C(C[C@H](C(=O)O)CC2=CC=CC=C2)=O